4-(Methylamino)-1-(oxazol-4-ylmethyl)-7-(trifluoromethyl)quinazolin-2(1H)-one CNC1=NC(N(C2=CC(=CC=C12)C(F)(F)F)CC=1N=COC1)=O